FC1=CC=C(N(C=2SC(=C(N2)C)C(C2=CC=C(C=C2)OC)=O)C(C(=O)N)C)C=C1 (4-Fluoro-N-[5-(4-methoxybenzoyl)-4-methylthiazol-2-yl]anilino)propanamid